2-(2-methylpyridin-4-yl)-5-((6-(2-methylpyridin-4-yl)-2,7-naphthyridin-1-ylamino)methyl)benzonitrile CC1=NC=CC(=C1)C1=C(C#N)C=C(C=C1)CNC1=NC=CC2=CC(=NC=C12)C1=CC(=NC=C1)C